BrC1=C2CC(N=C(C2=CC=C1)C=1C=NC(=C(C1)C)C)(C)C 5-Bromo-1-(5,6-dimethylpyridin-3-yl)-3,3-dimethyl-3,4-dihydroisochinolin